C(=O)(OC(C)(C)C)N1C[C@@H](CC1)CO (R)-1-Boc-3-hydroxymethyl-pyrrolidine